1,2-propan-diol C(C(C)O)O